C[C@H]1C[C@@]12CNC1=NC=C(C=C12)C1=CNC2=C(C=CC=C12)N1C(CNCC1)=O 1-(3-((1R,2S)-2-methyl-1',2'-dihydrospiro[cyclopropane-1,3'-pyrrolo[2,3-b]pyridin]-5'-yl)-1H-indol-7-yl)piperazin-2-one